FC1(C2CN(CC12)C1=NC=CC(=C1NC(=O)C=1C=NC(=NC1)C(C)C)C1=CC=CC=C1)F N-(2-(6,6-difluoro-3-azabicyclo[3.1.0]hexan-3-yl)-4-phenylpyridin-3-yl)-2-isopropylpyrimidine-5-carboxamide